(4-(4-(5-((4-(4-chloro-7,7-dimethyl-5-oxo-5,7-dihydroindolo[1,2-a]quinazolin-10-yl)piperidin-1-yl)methyl)-6-hydroxypyridin-2-yl)piperazin-1-yl)-2,6-difluorophenyl)piperidine-2,6-dione ClC=1C=2C(N=C3N(C2C=CC1)C1=CC(=CC=C1C3(C)C)C3CCN(CC3)CC=3C=CC(=NC3O)N3CCN(CC3)C3=CC(=C(C(=C3)F)N3C(CCCC3=O)=O)F)=O